C(C)(=O)N1CCN(CC1)CC(=O)N(C)OC 2-(4-acetylpiperazine-1-yl)-N-methoxy-N-methylacetamide